(2S,4S)-3'-methyl-1'-phenyl-1-tosyl-4-vinyl-1,4-dihydrospiro[benzo[d][1,3]oxazine-2,4'-pyrazole]-5'(1'H)-one CC1=NN(C([C@@]12O[C@H](C1=C(N2S(=O)(=O)C2=CC=C(C)C=C2)C=CC=C1)C=C)=O)C1=CC=CC=C1